(2R,3S)-2-(3-(4-(3-chlorophenyl)-1H-benzo[d]imidazol-1-yl)propyl)piperidin-3-ol ClC=1C=C(C=CC1)C1=CC=CC=2N(C=NC21)CCC[C@H]2NCCC[C@@H]2O